C(C)(=O)N1CCN(CC1)C=1C=C2C(N(C=NC2=CC1)CC(=O)N[C@H](CC(=O)OCC1=CC=CC=C1)C1=CC=C(C=C1)C(F)(F)F)=O benzyl (3R)-3-[[2-[6-(4-acetylpiperazin-1-yl)-4-oxoquinazolin-3-yl]acetyl]amino]-3-[4-(trifluoromethyl)phenyl]propanoate